7-cyclopropyl-N-[5-(2,2-difluoroethoxy)-3-fluoro-6-methoxy-2-pyridyl]imidazo[1,2-a]pyrimidine-3-sulfonamide C1(CC1)C1=NC=2N(C=C1)C(=CN2)S(=O)(=O)NC2=NC(=C(C=C2F)OCC(F)F)OC